N-(4-fluorophenyl)-5-hydroxy-3-oxo-1-(4-trifluoromethylphenyl)-1,2,3,6-tetrahydropyridazine-4-carboxamide FC1=CC=C(C=C1)NC(=O)C=1C(NN(CC1O)C1=CC=C(C=C1)C(F)(F)F)=O